(R)-N-((5R,8R)-1-ethyl-2-oxo-1-azaspiro[4.5]dec-8-yl)-4-(5-(5-fluoro-2-methoxypyridin-4-yl)-1H-pyrazole-3-carbonyl)-4-azaspiro[2.5]octane-7-carboxamide C(C)N1C(CCC12CCC(CC2)NC(=O)[C@@H]2CCN(C1(CC1)C2)C(=O)C2=NNC(=C2)C2=CC(=NC=C2F)OC)=O